Racemic-1-(4-fluorophenyl)-3-(isoquinolin-4-yl)-2-oxoimidazoline-4-carbonitrile FC1=CC=C(C=C1)N1C(N([C@H](C1)C#N)C1=CN=CC2=CC=CC=C12)=O |r|